2,2-dimethyl-1-((1S,4S)-1,3,4,5-tetrahydro-2H-1,4-methanobenzo[c]azepin-2-yl)propan-1-one CC(C(=O)N1[C@@H]2C3=C(C[C@H](C1)C2)C=CC=C3)(C)C